3,5-dimethyl-2-cycloheptenone CC1=CC(CCC(C1)C)=O